C(C1=CC=CC=C1)OC1=NC(=CC=C1C1=NN(C2=CC(=C(C=C12)F)C=1CCN(CC1)C[C@@H]1[C@@H](CN(CC1)C(=O)OC(C)(C)C)F)C)OCC1=CC=CC=C1 tert-butyl (3S,4R)-4-[[4-[3-(2,6-dibenzyloxy-3-pyridyl)-5-fluoro-1-methyl-indazol-6-yl]-3,6-dihydro-2H-pyridin-1-yl]methyl]-3-fluoro-piperidine-1-carboxylate